NC1COC(OC1)CCCNC(=O)C=1C=C(C2=C([C@@](CO2)(C2=CC=CC=C2)CC)C1)C(=O)NC |o1:18| (S*)-N5-(3-((2r,5S)-5-amino-1,3-dioxan-2-yl)propyl)-3-ethyl-N7-methyl-3-phenyl-2,3-dihydrobenzofuran-5,7-dicarboxamide